BrC1=C(C(=CC(=C1)Cl)Br)\C=C\OC 1,3-dibromo-5-chloro-2-[(E)-2-methoxyethenyl]benzene